COC(=O)C1CCN(CC1)C1CCC2=CC(=CC=C12)CCC1=CC(=CC=C1)Cl 1-(5-(3-chlorophenyl-ethyl)-2,3-dihydro-1H-inden-1-yl)piperidine-4-carboxylic acid methyl ester